2-(2-(4-(3-(aminomethyl)phenyl)pyrrolo[2,1-f][1,2,4]triazine-2-carboxamido)phenyl)acetic acid NCC=1C=C(C=CC1)C1=NC(=NN2C1=CC=C2)C(=O)NC2=C(C=CC=C2)CC(=O)O